9-(4-(4,4,5,5-tetramethyl-1,3,2-dioxaborolan-2-yl)pyridin-2-yl)-3-oxa-9-azaspiro[5.5]undecane CC1(OB(OC1(C)C)C1=CC(=NC=C1)N1CCC2(CCOCC2)CC1)C